CC(C(=O)OCCCCO)=C 4-hydroxybutyl 2-methylprop-2-enoate